((S)-4-propenoyl-2-methylpiperazin-1-yl)-6-fluoro-7-(3,5-dichloro-2-fluoro-6-hydroxyphenyl)-1-(2-isopropyl-4-methylpyridin-3-yl)-2-oxo-1,2-dihydro-1,8-naphthyridine-3-carbonitrile C(C=C)(=O)N1C[C@@H](N(CC1)C1=C(C(N(C2=NC(=C(C=C12)F)C1=C(C(=CC(=C1O)Cl)Cl)F)C=1C(=NC=CC1C)C(C)C)=O)C#N)C